2-cyclopentyl-2-isopentylpropan-1,3-diol C1(CCCC1)C(CO)(CO)CCC(C)C